4-amino-N-cyclopropyl-7-fluoro-N-((5-(trifluoromethyl)-2-pyridinyl)methyl)-1,3-dihydrofuro[3,4-c]quinoline-8-carboxamide NC1=NC=2C=C(C(=CC2C2=C1COC2)C(=O)N(CC2=NC=C(C=C2)C(F)(F)F)C2CC2)F